2-((2,3-dihydrobenzofuran-4-yl)amino)-4-(trifluoromethoxy)benzonitrile O1CCC2=C1C=CC=C2NC2=C(C#N)C=CC(=C2)OC(F)(F)F